FC1=CC=C(C=C1)[C@@H](CO)NC1=NC(=NC=C1C1=NC(=NO1)C12CCN(CC1)CC2)NC2=CC=C1C(=N2)CN(C1=O)C (S)-2-((4-((1-(4-fluorophenyl)-2-hydroxyethyl)amino)-5-(3-(quinuclidin-4-yl)-1,2,4-oxadiazol-5-yl)pyrimidin-2-yl)amino)-6-methyl-6,7-dihydro-5H-pyrrolo[3,4-b]pyridin-5-one